COC(=O)C1=CC2=C(N(C=N2)C)C(=C1F)F 6,7-difluoro-1-methyl-1H-benzo[d]Imidazole-5-carboxylic acid methyl ester